O1CC=NC2=C1C=CC(=C2)C(=O)O [1,4]benzoxazine-6-carboxylic acid